N,N-dimethyl-thiophene-2-carboxamide CN(C(=O)C=1SC=CC1)C